(4R)-4-(1-Methylethyl)-1-cyclohexene-1-propanal CC(C)[C@H]1CC=C(CC1)CCC=O